CC1N(C(CNC1)C)C(=O)[O-] 2,6-Dimethylpiperazine-1-carboxylate